ClC1=CC(=C(C=C1)C1=NC(=CC2=C1N=C1N(C2=O)CCC1)[C@@H]1C[C@@H](OCC1)C1=CC(=NC=C1)C)F 1-(4-chloro-2-fluorophenyl)-3-((2R,4S)-2-(2-methylpyridin-4-yl)tetrahydro-2H-pyran-4-yl)-8,9-dihydropyrido[3,4-d]pyrrolo[1,2-a]pyrimidin-5(7H)-one